(±)-2-{4-[3-(4,5-dichloro-6-methoxy-1-methyl-1H-indole-2-amido)oxetan-3-yl]phenyl}pentanoic acid ClC1=C2C=C(N(C2=CC(=C1Cl)OC)C)C(=O)NC1(COC1)C1=CC=C(C=C1)[C@H](C(=O)O)CCC |r|